O[C@H]1C[C@@H]([C@@H]2[C@H]1OC(O2)(C)C)C2C(CN(CC2)C(=O)OC(C)(C)C)C tert-butyl 4-[(3aR,4R,6S,6aS)-6-hydroxy-2,2-dimethyl-tetrahydro-3aH-cyclopenta[d][1,3]dioxol-4-yl]-3-methylpiperidine-1-carboxylate